methyl-diethoxybenzocyclobutene CC1C(C=2C1=CC=CC2)(OCC)OCC